1-propyl-2,3-dimethylimidazolium butyl-triphenylborate C(CCC)[B-](C1=CC=CC=C1)(C1=CC=CC=C1)C1=CC=CC=C1.C(CC)N1C(=[N+](C=C1)C)C